ClC1=C(C(=O)O)C(=C(C(=N1)C)Cl)C 2,5-dichloro-4,6-dimethylnicotinic acid